O1CCC(=CC1)C=1C=NC=2C=CC(=C(C2N1)C#N)NC1=CC(=C(C=C1)OCC=1C=NC(=CC1)C)OC 3-(3,6-dihydro-2H-pyran-4-yl)-6-((3-methoxy-4-((6-methylpyridin-3-yl)methoxy)phenyl)amino)quinoxaline-5-carbonitrile